8-(3-nitrophenyl)quinoline-1-oxide [N+](=O)([O-])C=1C=C(C=CC1)C=1C=CC=C2C=CC=[N+](C12)[O-]